tert-butyl 2-(((aminomethylsulfonyl) oxy) methyl)-7,8-dihydro-5H-1,6-naphthyridine-6-carboxylate NCS(=O)(=O)OCC1=NC=2CCN(CC2C=C1)C(=O)OC(C)(C)C